C(=C)C1=CC=C(C=C1)N1C2=CC=CC=C2OC=2C=CC=CC12 10-(4-vinylphenyl)-10H-phenoxazine